ethyl 2-(1-benzylazepan-4-ylidene)acetate C(C1=CC=CC=C1)N1CCC(CCC1)=CC(=O)OCC